1,2-bis((7,7,9,9-tetramethyl-1,4-dioxa-8-phosphaspiro[4.5]decan-8-yl)methyl)benzene CC1(CC2(OCCO2)CC(P1CC1=C(C=CC=C1)CP1C(CC2(OCCO2)CC1(C)C)(C)C)(C)C)C